N-(3-oxo-3-(pyrrolidin-1-yl)propyl)pyrazine-2-carboxamide O=C(CCNC(=O)C1=NC=CN=C1)N1CCCC1